CC1CCCC=2N1C(=CN2)C=O (5-methyl-5,6,7,8-tetrahydroimidazo[1,2-a]pyridin-3-yl)methanone